FC=1C(=NC=C(C1)F)C(OC1=CC(N(C(=C1)C)C1=CC=NC=C1C)=C=O)([2H])[2H] 4-((3,5-difluoropyridin-2-yl)methoxy-d2)-5',6-dimethyl-2-carbonyl-2H-[1,4'-bipyridine]